C1(CCCC1)C1=CC(=NN1)NC1=NC=C(C(=N1)OCC)C N-(5-cyclopentyl-1H-pyrazol-3-yl)-4-ethoxy-5-methylpyrimidin-2-amine